8-((2-(2-methyl-5-nitro-1H-imidazol-1-yl)ethyl)sulfonyl)-1,4-dioxo-8-azaspiro[4.5]decane CC=1N(C(=CN1)[N+](=O)[O-])CCS(=O)(=O)N1CCC2(C(CCC2=O)=O)CC1